C(C([2H])([2H])[2H])(N1CCNCC1)([2H])[2H] N-ethyl-d5-piperazine